3-((3-(2-chloro-3-(1,4-benzodioxan-6-yl)anilino)-1-methylindazol-6-ylidene)amino)propane-1,2-diol ClC1=C(NC=2NN(C3=CC(C=CC23)=NCC(CO)O)C)C=CC=C1C1=CC2=C(OCCO2)C=C1